CN1C(N(C2=C1C(=CC=C2)N2CC(CC2)NC)C2C(NC(CC2)=O)=O)=O 3-{3-methyl-4-[3-(methylamino)pyrrolidin-1-yl]-2-oxo-1,3-benzodiazol-1-yl}piperidine-2,6-dione